N-((S)-1-(2-((R)-2-chloro-2-fluoroacetyl)-2-(((S)-2-oxopyrrolidin-3-yl)methyl)hydrazinyl)-4-methyl-1-oxopentan-2-yl)-4-methoxy-1H-indole-2-carboxamide Cl[C@H](C(=O)N(NC([C@H](CC(C)C)NC(=O)C=1NC2=CC=CC(=C2C1)OC)=O)C[C@H]1C(NCC1)=O)F